ClC(C(=O)OC)(CCC(=O)OC)Cl Dimethyl 2,2-dichloroglutarate